3-[5-(difluoromethyl)-1,3,4-thiadiazol-2-yl]-6-fluoro-1-(2-fluoroethyl)-N-[1-(fluoromethyl)cyclopropyl]-2-oxo-benzimidazole-5-sulfonamide FC(C1=NN=C(S1)N1C(N(C2=C1C=C(C(=C2)F)S(=O)(=O)NC2(CC2)CF)CCF)=O)F